OCC([C@H](C[C@H]1C(NCC1)=O)NC(=O)[C@@H](CC(C)C)NC(=O)C=1NC2=CC=CC(=C2C1)OC)=O N-[(1R)-1-[[(S)-3-hydroxy-2-oxo-1-[[(3S)-2-oxopyrrolidin-3-yl]methyl]propyl]carbamoyl]-3-methyl-butyl]-4-methoxy-1H-indole-2-carboxamide